ammonium butanate C(CCC)(=O)[O-].[NH4+]